[(Z)-oct-3-enyl] hexanedioate C(CCCCC(=O)[O-])(=O)OCC\C=C/CCCC